3-amino-4-(cyclohexylamino)-benzoic acid, ethyl ester NC=1C=C(C(=O)OCC)C=CC1NC1CCCCC1